BrC=1C=C(C=C(C1)C1(CC(C1)C)C1=NN=CN1C)N1CC2=C(C=C(C=C2C1=O)CN(C(OC(C)(C)C)=O)C1(CCC1)C)C(F)(F)F tert-butyl ((2-(3-bromo-5-((1r,3r)-3-methyl-1-(4-methyl-4H-1,2,4-triazol-3-yl)cyclobutyl)phenyl)-3-oxo-7-(trifluoromethyl)isoindolin-5-yl)methyl)(1-methylcyclobutyl)carbamate